4-(3-chloro-4-((1S,2S)-2-(4-fluorophenyl)cyclopropyl)-5',6-dimethyl-2-oxo-2H-[1,4'-bipyridin]-2'-yl)-N,N-dimethylpyrimidine-2-carboxamide ClC=1C(N(C(=CC1[C@@H]1[C@H](C1)C1=CC=C(C=C1)F)C)C1=CC(=NC=C1C)C1=NC(=NC=C1)C(=O)N(C)C)=O